ClC=1C=C(C=CC1OCC1=NC=C(C=C1)C)NC1=NC=C(C(=N1)C=1C=C(C2=C(N(C(=N2)C)C(C)C)C1)F)F N-(3-chloro-4-((5-methylpyridin-2-yl)methoxy)phenyl)-4-(4-fluoro-1-isopropyl-2-methyl-1H-benzimidazol-6-yl)-5-fluoropyrimidin-2-amine